C(C)OC(=O)C1=C(C2=C(N=CN2)C=C1)C1CCN(CC1)C1=CC(=CC=C1)C 4-(1-m-methylphenyl-4-piperidinyl)-3H-benzo[d]imidazole-5-carboxylic acid ethyl ester